CN1C(CCC1)COC1=NC=2CC3(CCC2C=N1)CCCCC3 ((1-methylpyrrolidin-2-yl)methoxy)-5',8'-dihydro-6'H-spiro[cyclohexane-1,7'-quinazoline]